C(#C)C=1C=C(C=CC1C)NC(C1=CC(=C(C=C1)CN1CCN(CC1)C)C(F)(F)F)=O N-(3-ethynyl-4-methylphenyl)-4-((4-methylpiperazin-1-yl)methyl)-3-(trifluoromethyl)benzamide